rel-6-((1R,2S)-2-fluorocyclopropane-1-carboxamido)-N-(methyl-d3)-4-(((S)-3,4,5-trimethyl-4,5-dihydro-3H-[1,2,3]triazolo[4,5-c][1,7]naphthyridin-6-yl)amino)pyridazine-3-carboxamide F[C@@H]1[C@H](C1)C(=O)NC1=CC(=C(N=N1)C(=O)NC([2H])([2H])[2H])NC1=NC=CC=2C3=C([C@@H](N(C12)C)C)N(N=N3)C |o1:1,2,28|